(S)-1-((S)-1-(2-((1R,2R)-1-Amino-2-(((S)-1,1,1-trifluoropropan-2-yl)oxy)propyl)-1H-benzo[d]imidazol-5-yl)-2-methoxyethyl)-4-(trifluoromethyl)imidazolidin-2-one N[C@@H]([C@@H](C)O[C@H](C(F)(F)F)C)C1=NC2=C(N1)C=CC(=C2)[C@@H](COC)N2C(N[C@@H](C2)C(F)(F)F)=O